C(C1=CC=CC=C1)N(CCC(OCC)OCC)CC1=CC=CC=C1 N,N-dibenzyl-3,3-diethoxy-propan-1-amine